FC1=C(C(=C(C=C1OC)OC)F)N1C(N(C2=C(C1)C=NC(=C2)C=2C=CC(=NC2)C(=O)N)CC)=O 5-(3-(2,6-difluoro-3,5-dimethoxyphenyl)-1-ethyl-2-oxo-1,2,3,4-tetrahydropyrido[4,3-d]pyrimidin-7-yl)picolineamide